tert-butyl (2-(2-formyl-1-(phenylsulfonyl)-1H-pyrrolo[2,3-b]pyridin-6-yl)propan-2-yl)carbamate C(=O)C1=CC=2C(=NC(=CC2)C(C)(C)NC(OC(C)(C)C)=O)N1S(=O)(=O)C1=CC=CC=C1